BrC=1C=C(C(=NC1)C=1N=NC(=CC1)Cl)OCOC 3-[5-bromo-3-(methoxymethoxy)-2-pyridinyl]-6-chloro-pyridazine